N(=[N+]=[N-])[C@@]1([C@@H]2CC[C@H](C1(CC)CC)C2)C=2SC=CC2 2-((1R,2R,4S)-2-azido-3,3-diethylbicyclo[2.2.1]heptan-2-yl)thiophene